2-(4,4-difluoropiperidin-1-yl)-6-methoxy-N-(pyridin-3-yl)-7-(3-(pyrrolidin-1-yl)propoxy)quinazolin-4-amine FC1(CCN(CC1)C1=NC2=CC(=C(C=C2C(=N1)NC=1C=NC=CC1)OC)OCCCN1CCCC1)F